((6-(Methoxymethyl)pyridin-3-yl)methyl)carbamic acid tert-butyl ester C(C)(C)(C)OC(NCC=1C=NC(=CC1)COC)=O